C(#N)C1=CC=C(CC=2C=NN3C2N(C(C2=C3CNCC2)=O)C2=CC=C(C(=O)NC)C=C2)C=C1 4-(3-(4-cyanobenzyl)-5-oxo-6,7,8,9-tetrahydropyrazolo[1,5-a]pyrido[4,3-e]pyrimidin-4(5H)-yl)-N-methylbenzamide